racemic-(1R,2S,3R,5S)-2-fluoro-3-hydroxy-8-azabicyclo[3.2.1]octane-8-carboxylic acid tert-butyl ester C(C)(C)(C)OC(=O)N1[C@H]2[C@@H]([C@@H](C[C@@H]1CC2)O)F |r|